C1(CCCC1)[C@H]1N(C[C@H](CC1)C)C(C(=O)NC=1C=C(C(=NC1)OC)C(=O)N)=O 5-[[2-[(2S,5S)-2-cyclopentyl-5-methyl-1-piperidyl]-2-oxo-acetyl]amino]-2-methoxy-pyridine-3-carboxamide